OC[C@@H](C(=O)N(C)OC)NC(OCC1=CC=CC=C1)=O benzyl (S)-(3-hydroxy-1-(methoxy(methyl)amino)-1-oxopropan-2-yl)carbamate